1-ethyl-2,3-dimethyl-imidazolium bromide [Br-].C(C)N1C(=[N+](C=C1)C)C